OC1CC(C1)C(=O)N[C@H](C(=O)N1[C@@H]([C@H]2C([C@H]2C1)(C)C)C(=O)O)C(C)(C)C (1R,2S,5S)-3-[(2S)-2-[(3-hydroxycyclobutanecarbonyl)amino]-3,3-dimethyl-butanoyl]-6,6-dimethyl-3-azabicyclo[3.1.0]hexane-2-carboxylic acid